ClC=1C=C(C=CC1)SC=1C(=NC(=NC1)C(C)C)C(=O)O 5-[(3-chlorophenyl)sulfanyl]-2-isopropylpyrimidine-4-carboxylic acid